4-(methyl-(3,3,3-trifluoropropyl)amino)cyclobut-3-ene-1,2-dione CN(C1=CC(C1=O)=O)CCC(F)(F)F